C(C1=CC=CC=C1)SCN1CC(CC1)O [(benzylsulfanyl)methyl]pyrrolidin-3-ol